3-(Methylsulfonamido)bicyclo[1.1.1]pentan-1-yl (S)-1-(4-fluorophenyl)-3,4-dihydroisoquinoline-2(1H)-carboxylate FC1=CC=C(C=C1)[C@@H]1N(CCC2=CC=CC=C12)C(=O)OC12CC(C1)(C2)NS(=O)(=O)C